C(CCCCC=C)(=O)Cl 6-Heptenoyl chloride